OC1=NC=CC=C1 2-hydroxypyridine